4-((tert-Butoxycarbonyl)amino)-1-(4-chlorophenoxy)cyclohexane-1-carboxylic acid C(C)(C)(C)OC(=O)NC1CCC(CC1)(C(=O)O)OC1=CC=C(C=C1)Cl